1-(3-(3-(cyclobutylethynyl)-1H-pyrazolo[3,4-b]pyridin-1-yl)azetidin-1-yl)prop-2-en-1-one C1(CCC1)C#CC1=NN(C2=NC=CC=C21)C2CN(C2)C(C=C)=O